C1(CC1)CC=1C2=C(S(C1)=O)C(=CC=C2)NC2CCS(CC2)(=O)=O 3-(cyclopropylmethyl)-7-((1,1-dioxidotetrahydro-2H-thiopyran-4-yl)amino)-1-oxidobenzo[b]thiophen